5-[3-bromo-6-pent-4-enoxy-5-(trifluoromethyl)-2-pyridinyl]-1,3,4-oxadiazole BrC=1C(=NC(=C(C1)C(F)(F)F)OCCCC=C)C1=NN=CO1